((trimethylsilyl)ethynyl)pyrido[2,3-d]pyrimidin-7(8H)-one C[Si](C)(C)C#CC=1N=CC2=C(N1)NC(C=C2)=O